2-butyl-2-ethyl-1,3-propanediol dioleate C(CCCCCCC\C=C/CCCCCCCC)(=O)OCC(COC(CCCCCCC\C=C/CCCCCCCC)=O)(CC)CCCC